2-(2,6-dioxopiperidin-3-yl)-4-((10-hydroxydecyl)oxy)isoindoline-1,3-dione O=C1NC(CCC1N1C(C2=CC=CC(=C2C1=O)OCCCCCCCCCCO)=O)=O